2-(2-bromo-6-nitro-phenyl)thioacetic acid BrC1=C(C(=CC=C1)[N+](=O)[O-])CC(=S)O